3-[2-[2-(2-sulfanylethoxy)ethoxymethyl]-2-(2-sulfanylethylperoxymethyl)-3-(3-sulfanylpropoxy)propoxy]propane-1-thiol SCCOCCOCC(COCCCS)(COCCCS)COOCCS